C(#N)C1=NC2=CC(=CC(=C2N=C1N1CC2(CC2C1)C(F)(F)F)[C@@H](C)NC1=C(C(=O)O)C=CC=C1)C 2-(((1R)-1-(2-cyano-7-methyl-3-(1-(trifluoromethyl)-3-azabicyclo[3.1.0]hexan-3-yl)quinoxalin-5-yl)ethyl)amino)benzoic acid